3-((1-ethyl-1H-pyrazol-4-yl)methyl)quinolin C(C)N1N=CC(=C1)CC=1C=NC2=CC=CC=C2C1